N-(3-{6-[1-hydroxy-2-methoxyethyl]-4-methylpyridin-3-yl}-1-methyl-2-oxo-1,6-naphthyridin-7-yl)cyclopropanecarboxamide OC(COC)C1=CC(=C(C=N1)C=1C(N(C2=CC(=NC=C2C1)NC(=O)C1CC1)C)=O)C